CS(=O)(=O)OCC=1N(C=C(N1)C(=O)OCC)COCC[Si](C)(C)C ethyl 2-(((methyl sulfonyl) oxy) methyl)-1-((2-(trimethylsilyl) ethoxy) methyl)-1H-imidazole-4-carboxylate